CN1C(N(C2=NC=C(C=C21)C=2C=CC=C1C=C(N=CC21)C=2C=CC(=NC2)C(=O)NCC#CC=2C=CC1=C(C(=CO1)C1C(NC(CC1)=O)=O)C2)C)=O 5-(8-(1,3-dimethyl-2-oxo-2,3-dihydro-1H-imidazo[4,5-b]pyridin-6-yl)isoquinolin-3-yl)-N-(3-(3-(2,6-dioxopiperidin-3-yl)benzofuran-5-yl)prop-2-yn-1-yl)picolinamide